tertbutyl 4-[6-(2-methylimidazo[1,2-b]pyridazin-6-yl)thieno[3,2-b]pyridin-2-yl]piperidine-1-carboxylate CC=1N=C2N(N=C(C=C2)C=2C=C3C(=NC2)C=C(S3)C3CCN(CC3)C(=O)OC(C)(C)C)C1